N1C=C(C=2C1=NC=CC2)C=2C=C1C(=CC=NC1=CC2)N2C[C@H](CC2)NC(OC(C)(C)C)=O tert-Butyl N-[(3S)-1-(6-{1H-pyrrolo[2,3-b]pyridin-3-yl}quinolin-4-yl)pyrrolidin-3-yl]carbamate